7-(5-fluoro-2-(piperidin-4-ylamino)pyrimidin-4-yl)-N,N-dimethylquinoxalin-2-amine FC=1C(=NC(=NC1)NC1CCNCC1)C1=CC=C2N=CC(=NC2=C1)N(C)C